COC=1C(=NC(=NC1)C=1C=NC=NC1)N 5-methoxy-2-pyrimidin-5-yl-pyrimidin-4-amine